N1=NC(=CC=C1C(=O)O)C(=O)O pyridazine-3,6-dicarboxylic acid